3-(3-(2-((R)-1-hydroxyethyl)imidazo[4,5-d]pyrrolo[2,3-b]pyridin-1(6H)-yl)pyrrolidin-1-yl)propionitrile O[C@H](C)C1=NC=2C(=C3C(=NC2)NC=C3)N1C1CN(CC1)CCC#N